1-(4-((5,5-dimethyl-2,4-dioxo-3-(4-((trifluoromethyl)thio)phenyl)imidazolidin-1-yl)methyl)pyridin-2-yl)-3-(p-tolyl)urea CC1(C(N(C(N1CC1=CC(=NC=C1)NC(=O)NC1=CC=C(C=C1)C)=O)C1=CC=C(C=C1)SC(F)(F)F)=O)C